2-(2-((5-(3-(aminomethyl)phenyl)-7-(m-tolyl)benzofuran-3-yl)methoxy)phenyl)acetic acid NCC=1C=C(C=CC1)C=1C=C(C2=C(C(=CO2)COC2=C(C=CC=C2)CC(=O)O)C1)C=1C=C(C=CC1)C